COC1=CC=C(C2=C1NC(=N2)NC(=O)C2(CC2)C#N)C2CCOCC2 1-Cyano-cyclopropanecarboxylic acid [7-methoxy-4-(tetrahydro-pyran-4-yl)-1H-benzoimidazol-2-yl]-amide